FC1=CC=C(CN2C(=NC=3N(C(N(C(C23)=O)CCCO)=O)C)C=2C=C(C=CC2)C)C=C1 7-(4-fluorobenzyl)-1-(3-hydroxypropyl)-3-methyl-8-m-tolyl-1H-purine-2,6(3H,7H)-dione